BrCCCCN 4-bromobutan-1-amine